BrC1=C2CCN(C2=C(C=C1)NC1=NC(=NC=C1Cl)NC1=C(C=C(C=C1)N1CCC(CC1)N1CCN(CC1)C)OC)S(=O)(=O)C N4-(4-bromo-1-(methylsulfonyl)indolin-7-yl)-5-chloro-N2-(2-methoxy-4-(4-(4-methylpiperazin-1-yl)piperidin-1-yl)phenyl)pyrimidine-2,4-diamine